CN1N=CC(=C1)C=1C=C(C=2N(C1)N=CC2)C=2C=NNC2 6-(1-methyl-1H-pyrazol-4-yl)-4-(1H-pyrazol-4-yl)pyrazolo[1,5-a]pyridine